C(C)(=O)NC1=CC=C(C=N1)NC(O[C@H](C)[C@H](C)OC1=CC2=C(N=C(S2)C2=C3N=CC(=NC3=CC(=C2)C)OC)C=C1F)=O (2R,3S)-3-((5-fluoro-2-(2-methoxy-7-methylquinoxalin-5-yl)benzo[d]thiazol-6-yl)oxy)butan-2-yl (6-acetamidopyridin-3-yl)carbamate